Fluoroadenosine-3'-phosphate P(=O)(O)(O)O[C@H]1[C@H]([C@@](O[C@@H]1CO)(N1C=NC=2C(N)=NC=NC12)F)O